6-((3-butylheptyl)oxy)-6-oxohexanoic acid C(CCC)C(CCOC(CCCCC(=O)O)=O)CCCC